P(O)(=O)(OP(=O)(O)OP(=O)(O)O)OC[C@@H]1[C@H](C[C@@H](O1)N1C(=O)NC(=O)C(=C1)CC=C(N)C(CCOCCOCCOCCOCCN=[N+]=[N-])=O)O 5-(15-Azido-4,7,10,13-tetraoxa-pentadecanoyl-aminoallyl)-2'-deoxyuridine-5'-triphosphate